NC=1C=C(C(=NC1)C(=O)NC)Cl 5-amino-3-chloro-N-methylpicolinamide